O=C([C@H](C)NP(=O)(OC1=CC=CC=C1)C(C)C1=CC=C2C=CC(=CC2=C1)C(=O)OCC=C)OCCC allyl 7-(1-((((S)-1-oxo-1-propoxypropan-2-yl)amino)(phenoxy)phosphoryl)ethyl)-2-naphthoate